C1=CC(=CC(=C1)Cl)CNC(=O)CBr 2-BROMO-N-(3-CHLOROBENZYL)ACETAMIDE